COC(C(OC)OC1=C(C=C(C(=C1)N1C(N(C(=CC1=O)C(F)(F)F)C)=O)F)Br)=O 2-[2-bromo-4-fluoro-5-[3-methyl-2,6-dioxo-4-(trifluoromethyl)-pyrimidin-1-yl]phenoxy]-2-methoxyacetic acid methyl ester